tert-butyl ((2R,3R)-5-(((R)-tert-butylsulfinyl)amino)-6,6,6-trifluoro-3-formylhexan-2-yl)carbamate C(C)(C)(C)[S@@](=O)NC(C[C@H]([C@@H](C)NC(OC(C)(C)C)=O)C=O)C(F)(F)F